ClC=1C=CC=C2C=CC=C(C12)N1CC=2N=C(N=C(C2CC1)N1C[C@H]2C[C@H]([C@@H](C1)N2)C)OC[C@H]2N(CCC2)C 7-(8-chloronaphthalen-1-yl)-4-((1R,5S,6R)-6-methyl-3,8-diazabicyclo[3.2.1]octan-3-yl)-2-(((S)-1-methylpyrrolidin-2-yl)methoxy)-5,6,7,8-tetrahydropyrido[3,4-d]pyrimidine